2-methyl-4-propyloctane CC(C)CC(CCCC)CCC